CO\N=C(/C)\NC(C1=CC=C(C=C1)C1=NOC(=N1)C(F)(F)F)=O N-[(E)-N-methoxy-C-methyl-carbonimidoyl]-4-[5-(trifluoromethyl)-1,2,4-oxadiazol-3-yl]benzamide